ClC1=C2C=CC=NC2=C(C(=N1)Cl)F 5,7-dichloro-8-fluoro-1,6-naphthyridine